Natrium stearoyl-glutamat C(CCCCCCCCCCCCCCCCC)(=O)N[C@@H](CCC(=O)[O-])C(=O)[O-].[Na+].[Na+]